butyl 7-(2-methylbenzo[d]oxazol-5-yl)-9-oxa-3,7-diazabicyclo[3.3.1]nonane-3-carboxylate CC=1OC2=C(N1)C=C(C=C2)N2CC1CN(CC(C2)O1)C(=O)OCCCC